CN(C(=O)C=1C=NC(=CC1)NC1=NN2C(C=C(C=C2)C2=CC(=NC=C2OC2C[C@@H]3COC[C@H](C2)N3)C)=C1)C N,N-dimethyl-6-[[5-[2-methyl-5-[[(1S,5R,7s)-3-oxa-9-azabicyclo[3.3.1]nonan-7-yl]oxy]-4-pyridyl]pyrazolo[1,5-a]pyridin-2-yl]amino]pyridine-3-carboxamide